tristearyl borate B(OCCCCCCCCCCCCCCCCCC)(OCCCCCCCCCCCCCCCCCC)OCCCCCCCCCCCCCCCCCC